Methyl-2-((S)-2-((((3-chlorobenzyl)oxy)carbonyl)amino)-3-cyclohexylpropanamido)-3-(2-oxo-1-azaspiro[4.5]decan-3-yl)propanoate COC(C(CC1C(NC2(C1)CCCCC2)=O)NC([C@H](CC2CCCCC2)NC(=O)OCC2=CC(=CC=C2)Cl)=O)=O